4-((4-(3-((6-chloropyridin-2-yl)oxy)propoxy)-5-methylpyridin-2-yl)ethynyl)-N1-methyl-2,7-naphthyridine-1,6-diamine ClC1=CC=CC(=N1)OCCCOC1=CC(=NC=C1C)C#CC1=CN=C(C2=CN=C(C=C12)N)NC